ClC=1C=C(C(=O)O)C=CC1NC(C(C1=CC=CC=C1)NC=CCC1=C(C(=CC=C1N1N=CN=N1)Cl)F)=O 3-chloro-4-(2-(3-(3-chloro-2-fluoro-6-(2H-tetrazol-2-yl)phenyl)propenylamino)-2-phenylacetylamino)benzoic acid